C(=O)C1=CC2=C(C=NO2)C=C1 6-formylbenzisoxazole